C(#N)C1(CCN(CC1)CC(=O)NC=1C=C(C(=NC1)C)NC(=O)C=1N=NN2C1C=CC(=C2)C=2C=NN(C2)C)C N-(5-(2-(4-cyano-4-methylpiperidin-1-yl)acetamido)-2-methylpyridin-3-yl)-6-(1-methyl-1H-pyrazol-4-yl)-[1,2,3]triazolo[1,5-a]pyridine-3-carboxamide